(R)-8-(8-((4-aminophenyl)thio)imidazo[1,2-c]pyrimidin-5-yl)-8-azaspiro[4.5]decan-1-amine NC1=CC=C(C=C1)SC=1C=2N(C(=NC1)N1CCC3(CCC[C@H]3N)CC1)C=CN2